NC=1C=2N(C=CN1)C(=NC2C2=CC=C(CNC(C1=C(C=CC=C1)OC)=O)C=C2)C21CCC(CC2)(C1)NC(C#CC)=O N-(4-(8-amino-3-(4-(but-2-ynamido)bicyclo[2.2.1]heptan-1-yl)imidazo[1,5-a]pyrazin-1-yl)benzyl)-2-methoxybenzamide